3-(4-(difluoromethyl)phenethyl)-5-((7-methyl-6-oxo-6H-purin-1(7H)-yl)methyl)-1,3,4-oxadiazol-2(3H)-one FC(C1=CC=C(CCN2C(OC(=N2)CN2C=NC=3N=CN(C3C2=O)C)=O)C=C1)F